N-(6-(2H-1,2,3-triazol-2-yl)-5-(trifluoromethyl)pyridin-3-yl)-4-(3-amino-5-fluoropyridine-2-yl)-2-chloro-5-fluorobenzamide N=1N(N=CC1)C1=C(C=C(C=N1)NC(C1=C(C=C(C(=C1)F)C1=NC=C(C=C1N)F)Cl)=O)C(F)(F)F